6-bromo-1-(cyclopentylmethyl)-3-(isoquinolin-4-yl)thieno[3,2-d]pyrimidine-2,4(1H,3H)-dione BrC1=CC=2N(C(N(C(C2S1)=O)C1=CN=CC2=CC=CC=C12)=O)CC1CCCC1